CC(C)NC1CNCC1 3-[(propan-2-yl)amino]pyrrolidin